ClC1=C(C(=O)NC2CC(NC(C2)(C)C)(C)C)C=C(C=C1)N1C=NN=C1 2-chloro-N-(2,2,6,6-tetramethylpiperidin-4-yl)-5-(4H-1,2,4-triazol-4-yl)benzamide